N-(14-((2-(2,6-dioxopiperidin-3-yl)-1,3-dioxoisoindolin-4-yl)amino)-3,6,9,12-tetraoxatetradecyl)-2-fluoro-4-(7-(quinolin-6-ylmethyl)imidazo[1,2-b][1,2,4]triazin-2-yl)benzamide O=C1NC(CCC1N1C(C2=CC=CC(=C2C1=O)NCCOCCOCCOCCOCCNC(C1=C(C=C(C=C1)C=1C=NC=2N(N1)C(=CN2)CC=2C=C1C=CC=NC1=CC2)F)=O)=O)=O